C12(CC2C1)CN1CCSCC1 bicyclo[1.1.0]butane-1-yl-(thiomorpholinyl)methane